NC1=NC=C(C(=C1C1=CC=C(C=C1)O)CC)C1=CC(=CC=C1)CN1CCOCC1 4-[2-amino-4-ethyl-5-[3-(morpholinomethyl)phenyl]-3-pyridyl]phenol